N1(OOC2=CC=CC=C12)C1C2=C(N(O1)C)C=C(C=C2)C(=O)OC methyl 3-(2,3-dioxaindol-1-yl)-1-methyl-1,3-dihydrobenzo[c]isoxazole-6-carboxylate